C(C)N1CC2(C1)CC(C2)C=2C=CC(=NC2)NC2=NC=C(C(=N2)C2=C(C1=C(C3(N(C1=O)C)CC3)S2)C)F 2'-(2-((5-(2-Ethyl-2-azaspiro[3.3]heptan-6-yl)pyridin-2-yl)amino)-5-fluoropyrimidin-4-yl)-3',5'-dimethylspiro[cyclopropane-1,6'-thieno[2,3-c]pyrrol]-4'(5'H)-one